(2,6-bis(4-bromophenyl)-4-hydroxy-1,1-dioxo-4-phenyltetrahydro-2H-thiopyran-3-yl)(phenyl)methanone BrC1=CC=C(C=C1)C1S(C(CC(C1C(=O)C1=CC=CC=C1)(C1=CC=CC=C1)O)C1=CC=C(C=C1)Br)(=O)=O